4-amino-6-(4-phenoxyphenoxy)pyrimidin NC1=NC=NC(=C1)OC1=CC=C(C=C1)OC1=CC=CC=C1